2-{4-(trifluoromethyl)phenoxy}quinoline-4-carbonitrile FC(C1=CC=C(OC2=NC3=CC=CC=C3C(=C2)C#N)C=C1)(F)F